COC1=C(C=C(C(=C1)N1CCOCC1)OC)CCN 2-(2,5-dimethoxy-4-morpholinophenyl)ethan-1-amine